C(C)(C)(C)C1=CC=CC(=N1)C1CC2(CN(C2)C(=O)C2CC(C2)(C)O)C1 (6-(6-(tert-Butyl)pyridin-2-yl)-2-azaspiro[3.3]heptan-2-yl)((1s,3s)-3-hydroxy-3-methylcyclobutyl)methanon